N1=CN=C(C2=C1NC=C2)N2CCSC(=C2)C=2CCNCC2 4-(7H-pyrrolo[2,3-d]pyrimidin-4-yl)-6-(1,2,3,6-tetrahydropyridin-4-yl)-3,4-dihydro-2H-1,4-thiazine